3-(4-Fluorobicyclo[2.2.2]octan-1-yl)-3-oxopropanenitrile FC12CCC(CC1)(CC2)C(CC#N)=O